1-isopropyl-3-methyl-N-[(1-methyl-1,2,4-triazol-3-yl)methyl]-5-(2-propoxy-3-pyridinyl)pyrazolo[4,3-b]pyridin-7-amine C(C)(C)N1N=C(C2=NC(=CC(=C21)NCC2=NN(C=N2)C)C=2C(=NC=CC2)OCCC)C